(1-(7-(2-amino-7-fluorobenzo[d]thiazol-4-yl)-8-fluoro-2-(((2R,7aS)-2-fluorotetrahydro-1H-pyrrolizin-7a(5H)-yl)methoxy)-6-(trifluoromethyl)quinazolin-4-yl)azetidin-3-yl)methanol NC=1SC2=C(N1)C(=CC=C2F)C2=C(C=C1C(=NC(=NC1=C2F)OC[C@]21CCCN1C[C@@H](C2)F)N2CC(C2)CO)C(F)(F)F